NC[C@H](C(=O)NC(C(C)(C)O)C1=CC=C(C=C1)OCC(CCC)C)C=1SC=CC1 (2R)-3-amino-N-((7R)-2-hydroxy-2-methyl-1-(4-((2-methylpentyl)oxy)phenyl)propyl)-2-(thiophen-2-yl)propanamide